CC(C)(C)OC(=O)N[C@@H](CC1=CC=C(C=C1)Cl)CC(=O)O boc-(S)-3-amino-4-(4-chlorophenyl)-butyric acid